FC1=CC=C(CN2CC(NCC2)C(=O)N)C=C1 4-(4-fluorobenzyl)piperazine-2-carboxamide